2'-Trifluoroacetamidouridine FC(C(=O)N[C@@]1([C@@H](O[C@@H]([C@H]1O)CO)N1C(=O)NC(=O)C=C1)O)(F)F